hafnium tetrakis(ethylmethylamide) C(C)[N-]C.C(C)[N-]C.C(C)[N-]C.C(C)[N-]C.[Hf+4]